FC1=C(C=CC=C1F)S(=O)(=O)N1CCC2(CC(CO2)NC[C@@H](COC=2C=C(C=CC2)S(=O)(=O)NC)O)CC1 3-((2S)-3-(8-(2,3-difluorophenylsulfonyl)-1-oxa-8-azaspiro[4.5]decan-3-ylamino)-2-hydroxypropoxy)-N-methylbenzenesulfonamide